C(C1=CC=CC=C1)N1C(C(NC(C1)=O)CO)=O 1-benzyl-3-hydroxymethyl-2,5-piperazinedione